FC1=C(C=CC(=C1)[N+](=O)[O-])N1CCC(CC1)CCO 2-(1-(2-fluoro-4-nitrophenyl)piperidin-4-yl)ethanol